4-aminopyrazolo[3,4-d]pyrimidinylpiperidine NC1=C2C(=NC=N1)NN=C2N2CCCCC2